Lithium-Aluminum Iron Sulfide [Fe]=S.[Al].[Li]